CC1=NOC(=C1C=1C=C2C(=NC1)N(C=C2C2=CC(=C(C(=O)O)C=C2OCC)F)C2CCN(CC2)C(CO)=O)C 4-(5-(3,5-dimethylisoxazol-4-yl)-1-(1-(2-hydroxyacetyl)piperidin-4-yl)-1H-pyrrolo[2,3-b]pyridin-3-yl)-5-ethoxy-2-fluorobenzoic acid